O=C1NC(CCC1N1C(C2=CC=C(C=C2C1)SCCCCCN1CCC(CC1)C1=CC=C(C(=O)N2CCC(CC2)CCCCNC(\C=C\C=2C=NC=CC2)=O)C=C1)=O)=O (E)-N-(4-(1-(4-(1-(5-((2-(2,6-dioxopiperidin-3-yl)-1-oxoisoindoline-5-yl)thio)pentyl)piperidin-4-yl)benzoyl)piperidin-4-yl)butyl)-3-(pyridin-3-yl)acrylamide